5-amino-2,3,7,8-tetrahydrothieno[2,3-e]benzofuran-1,1-dioxide NC1=CC2=C(C=3CCOC31)S(CC2)(=O)=O